((S)-1-(4-(1H-Pyrazol-5-yl)phenyl)ethyl)-4-((R)-3-(3-(trifluoromethyl)phenoxy)pyrrolidin-1-yl)tetrahydro-2H-pyran-4-carboxamide N1N=CC=C1C1=CC=C(C=C1)[C@H](C)C1OCCC(C1)(C(=O)N)N1C[C@@H](CC1)OC1=CC(=CC=C1)C(F)(F)F